ClC[C@H](C[C@H](CC(=O)OC(C)(C)C)O)O tert-butyl (3r,5s)-6-chloro-3,5-dihydroxyhexanoate